C[C@H]1CN(C[C@H](O1)C)C=1C=CC=2N(N1)C(=CN2)C=2C(=NNC2)C(F)(F)F (2S,6R)-2,6-dimethyl-4-(3-(3-(trifluoromethyl)-1H-pyrazol-4-yl)imidazo[1,2-b]pyridazin-6-yl)morpholine